FC(C(=O)O)(F)F.ClC=1C=C(C=CC1C#N)N(C1CCC(CC1)NC(=O)C=1N=NC(=CC1)N1CCN(CC1)C(=O)N1CCNCC1)C N-((1r,4r)-4-((3-chloro-4-cyanophenyl)(methyl)amino)cyclohexyl)-6-(4-(piperazine-1-carbonyl)piperazin-1-yl)pyridazine-3-carboxamide trifluoroacetate